ClC1=C(C(=CC(=C1)F)Cl)N1N=C(C(=C1)NC=1C=NC(=CC1)C1=NN=C2N1C(=CC=C2)C)C(=O)N 1-(2,6-dichloro-4-fluorophenyl)-4-((6-(5-methyl-[1,2,4]triazolo[4,3-a]pyridin-3-yl)pyridin-3-yl)amino)-1H-pyrazole-3-carboxamide